(rac)-6-methyl-5-(3,4,5-trifluorophenyl)-3,6-dihydro-2H-1,3,4-oxadiazin-2-one C[C@@H]1C(=NNC(O1)=O)C1=CC(=C(C(=C1)F)F)F |r|